Methyl 5-(8-(7-(3,6-dihydro-2H-pyran-4-yl)-1,3-dimethyl-2-oxo-1,2-dihydroquinolin-5-yl)-7-methylisoquinolin-3-yl)picolinate O1CCC(=CC1)C1=CC(=C2C=C(C(N(C2=C1)C)=O)C)C=1C(=CC=C2C=C(N=CC12)C=1C=CC(=NC1)C(=O)OC)C